(3Z)-6-(octyloxymethoxy)-3-hexenyl-magnesium iodide C(CCCCCCC)OCOCC\C=C/CC[Mg]I